(1s,3s)-3-((tert-butoxycarbonyl)amino)cyclobutane-1-carboxylic acid CC(C)(C)OC(=O)NC1CC(C1)C(=O)O